methyl-2-((3,5-bis(trifluoromethyl) benzylidene) amino)-4-methyl-2-vinylvalerate COC(C(CC(C)C)(C=C)N=CC1=CC(=CC(=C1)C(F)(F)F)C(F)(F)F)=O